sodium lauroyl hydroxymethanesulfonate OCS(=O)(=O)OC(CCCCCCCCCCC)=O.[Na]